(S)-ethyl 3-amino-3-(3,5-difluorophenyl)propanoate N[C@@H](CC(=O)OCC)C1=CC(=CC(=C1)F)F